FC1=C(C2=C(OCO2)C=C1)C=O 5-fluoro-1,3-benzodioxole-4-carbaldehyde